ClC1=C(CNC(=O)C2(C=3C=CC=NC3C(CC2)O)O)C=CC=C1C(F)(F)F N-(2-chloro-3-(trifluoromethyl)benzyl)-5,8-dihydroxy-5,6,7,8-tetrahydroquinoline-5-carboxamide